F[C@]1(CN(CC[C@H]1O)C1=NC=CC(=N1)NC=1N=CC2=C(C=CC(=C2C1)C(C)C)N1[C@@H]([C@H](C1)CS(=O)(=O)C)C)C (3S,4R)-3-fluoro-1-(4-(5-isopropyl-8-((2R,3S)-2-methyl-3-(methylsulfonylmethyl)azetidin-1-yl)isoquinolin-3-ylamino)pyrimidin-2-yl)-3-methylpiperidin-4-ol